FC(C1=CC=C(C=C1)N1CCCC1)(F)F 1-(4-(trifluoromethyl)phenyl)pyrrolidin